naphtho[1,2-b]benzofuran-7-yl triflate O(S(=O)(=O)C(F)(F)F)C1=CC=CC2=C1C1=C(O2)C=2C=CC=CC2C=C1